COC1=CC=C(CN(S(=O)(=O)CCCC=C)CC2=CC=C(C=C2)OC)C=C1 N,N-BIS(4-METHOXYBENZYL)PENT-4-ENE-1-SULFONAMIDE